C(CCC)C1C(NOC=C1)=O butylOxazinone